C(C)(C)(C)OC(=O)N1C2CN(CC1C2)C2=NN(C=C2)C 3-(1-Methyl-1H-pyrazol-3-yl)-3,6-diazabicyclo[3.1.1]heptane-6-carboxylic acid tert-butyl ester